β-chloroethyl-trichlorosilane ClCC[Si](Cl)(Cl)Cl